N-methyl-7-nitro-5-(trifluoromethyl)-[1,2,4]triazolo[1,5-a]pyridin-8-amine CNC=1C=2N(C(=CC1[N+](=O)[O-])C(F)(F)F)N=CN2